O=S1(CCC(CC1)NC1=CC=CC2=C1S(C=C2CC(F)(F)F)(=O)=O)=O 7-((1,1-dioxidotetrahydro-2H-thiopyran-4-yl)amino)-1,1-dioxido-3-(2,2,2-trifluoroethyl)benzo[b]thiophen